BrC=1C(=C(N=NC1Cl)C(=O)OC)N1CC2(CCCN2C(=O)OC(C)(C)C)CC1 tert-butyl 7-(5-bromO-6-chloro-3-(methoxycarbonyl)pyridazin-4-yl)-1,7-diazaspiro[4.4]nonane-1-carboxylate